(Z)-2,2,2-trifluoro-N-(trimethylsilyl)acetimidic acid FC(/C(/O)=N/[Si](C)(C)C)(F)F